norbornene-1,3-diol C12(C=C(C(CC1)C2)O)O